FC=1C=C(CN2C(S\C(\C2=O)=C/C2=CC(=C(C=C2)F)O)=O)C=CC1F (Z)-3-(3,4-difluorobenzyl)-5-(4-fluoro-3-hydroxybenzylidene)thiazolidine-2,4-dione